C(CCCCCCCCCCCCC)N1C(=C(C=C2C(C=C3C(=C12)OC(C=C3)(C)C)=O)OC)C3=CC=CC=C3 N-tetradecyl-9-phenyl-8-methoxy-2,2-dimethyl-pyrano[3,2-h]quinolin-6-one